1-[2,4-bis(trifluoromethyl)phenyl]-N-[(3R)-1-(oxacyclopent-3-yl)piperidin-3-yl]pyrrolo[1,2-d][1,2,4]triazin-4-amine FC(C1=C(C=CC(=C1)C(F)(F)F)C=1C=2N(C(=NN1)N[C@H]1CN(CCC1)C1COCC1)C=CC2)(F)F